C(C1=CC=CC=C1)OC1=CC2=C(C[C@@H](O2)CO)C(=C1Br)F [(2R)-6-(benzyloxy)-5-bromo-4-fluoro-2,3-dihydro-1-benzofuran-2-yl]methanol